1-(7-{4-[(3-methyl-4-{[1,2,4]triazolo[1,5-a]pyridin-7-ylmethyl}phenyl)amino]pyrido[3,2-d]pyrimidin-6-yl}-4,7-diazaspiro[2.5]octan-4-yl)prop-2-en-1-one CC=1C=C(C=CC1CC1=CC=2N(C=C1)N=CN2)NC=2C1=C(N=CN2)C=CC(=N1)N1CCN(C2(CC2)C1)C(C=C)=O